di-tert-pentoxy(sec-butylamino)silane methyl-(S)-4-(6-chloro-7-(2-fluorophenyl)-4-(2-methylpiperazin-1-yl)-2-oxopyrido[2,3-d]pyrimidin-1(2H)-yl)-3-isopropyl-5-methylbenzoate COC(C1=CC(=C(C(=C1)C)N1C(N=C(C2=C1N=C(C(=C2)Cl)C2=C(C=CC=C2)F)N2[C@H](CNCC2)C)=O)C(C)C)=O.C(C)(C)(CC)O[SiH](NC(C)CC)OC(C)(C)CC